4-(4-methoxyphenyl)quinazoline COC1=CC=C(C=C1)C1=NC=NC2=CC=CC=C12